3-(5-(difluoromethyl)-2-oxo-1,3,4-oxadiazol-3(2H)-yl)benzonitrile FC(C1=NN(C(O1)=O)C=1C=C(C#N)C=CC1)F